((2R,3S,4R,5R)-5-(3-((benzyloxy) carbonyl) pyridin-1-ium-1-yl)-3,4-dihydroxytetrahydrofuran-2-yl) methylphosphonate CP(O[C@H]1O[C@H]([C@@H]([C@@H]1O)O)[N+]1=CC(=CC=C1)C(=O)OCC1=CC=CC=C1)([O-])=O